FC(OC1=CC=C(C=C1)N1N=C(C=C1C(C)C)N1CCN(CC1)CCN1CCOCC1)F 4-[2-[4-[1-[4-(difluoromethoxy)phenyl]-5-isopropyl-pyrazol-3-yl]piperazin-1-yl]ethyl]morpholine